(R)-N-(4-((5-(1-amino-8-azaspiro[4.5]decan-8-yl)imidazo[1,2-c]pyrimidin-8-yl)thio)phenyl)acetamide N[C@@H]1CCCC12CCN(CC2)C2=NC=C(C=1N2C=CN1)SC1=CC=C(C=C1)NC(C)=O